tert-butyl (2-(((S)-4-((tert-butoxycarbonyl)amino)pentyl)oxy)pyridin-4-yl)(1-(tert-butyl)-3-((1R,3R,4S)-3-fluoro-4-hydroxycyclopentyl)-1H-pyrazol-5-yl)carbamate C(C)(C)(C)OC(=O)N[C@H](CCCOC1=NC=CC(=C1)N(C(OC(C)(C)C)=O)C1=CC(=NN1C(C)(C)C)[C@H]1C[C@H]([C@H](C1)O)F)C